CN1N=C(C=C1)C=1C=C(C=NC1OC1=CC=C(C=C1)C(F)(F)F)C(=O)NCCCNC(OC(C)(C)C)=O tert-Butyl [3-({5-(1-methyl-1H-pyrazol-3-yl)-6-[4-(trifluoromethyl)phenoxy]pyridine-3-carbonyl}amino)propyl]carbamate